tert-butyl N-[2-[[[2-benzyloxy-3-tert-butoxy-2-(trifluoromethyl)pent-4-enoyl]amino]carbamoyl]-6-bromo-5-(trifluoromethyl)-3-pyridyl]carbamate C(C1=CC=CC=C1)OC(C(=O)NNC(=O)C1=NC(=C(C=C1NC(OC(C)(C)C)=O)C(F)(F)F)Br)(C(C=C)OC(C)(C)C)C(F)(F)F